COC1=NN(C=C1C1NCC(C1)C)C 3-methoxy-1-methyl-4-(4-methylpyrrolidin-2-yl)-1H-pyrazole